[2-[4-amino-7-(1H-pyrazol-3-yl)-2H-pyrazolo[3,4-c]quinolin-2-yl]ethyl]-N-ethylacetamide NC1=NC=2C=C(C=CC2C=2C1=NN(C2)CCCC(=O)NCC)C2=NNC=C2